ClC1=C(C=CC=C1Br)NC1=NSC2=C1C=CC(=C2)C(OC)OC 3-(2-chloro-3-bromophenylamino)-6-dimethoxymethylbenzoisothiazole